BrC1=C(C=CC(=C1)C(C)(C)C)NC(C)=O N-(2-bromo-4-(tertiary butyl)phenyl)acetamide